(2S)-2-cyclohexyl-N-[4-(3,5-dimethyl-1H-pyrazol-4-yl)phenyl]-2-[[2-(2-methylthiazol-5-yl)acetyl]amino]acetamide C1(CCCCC1)[C@@H](C(=O)NC1=CC=C(C=C1)C=1C(=NNC1C)C)NC(CC1=CN=C(S1)C)=O